(S)-N-((3-CYANO-5-FLUORO-4-(((S)-1-(3-FLUOROAZETIDIN-1-YL)-5-(4-FLUOROPHENYL)PENTAN-3-YL)AMINO)PHENYL)SULFONYL)-2-METHYLTETRAHYDRO-2H-PYRAN-2-CARBOXAMIDE C(#N)C=1C=C(C=C(C1N[C@H](CCN1CC(C1)F)CCC1=CC=C(C=C1)F)F)S(=O)(=O)NC(=O)[C@]1(OCCCC1)C